NC=1C=2N(C3=CC(=C(C=C3N1)F)C(=O)N1[C@@H]3[C@H](C[C@H](C1)F)OC1=C3C=CC(=C1)OC(F)(F)F)C=NC2 |r| rac-(4-amino-7-fluoroimidazo[1,5-a]quinoxalin-8-yl)((3R,4aS,9bS)-3-fluoro-7-(trifluoromethoxy)-3,4,4a,9b-tetrahydrobenzofuro[3,2-b]pyridin-1(2H)-yl)methanone